ClC1=C(C(=O)N([C@H](CN2CCCC2)C(C)C)C)C=CC(=C1)Cl (S)-2,4-Dichloro-N-methyl-N-(3-methyl-1-(pyrrolidin-1-yl)butan-2-yl)benzamide